6-morpholinylpyrazolo[1,5-a]pyridin-2-ol N1(CCOCC1)C=1C=CC=2N(C1)N=C(C2)O